C1(=C(C=CC=C1)C=1C(=C2C(=CC1)N=C1C=CC3=C4C=CC=CC4=NC3=C12)C1=CC=CC=2C3=CC=CC=C3C3=CC=CC=C3C12)C=1C(=CC=CC1)C1=CC=CC=C1 (terphenylyl)(triphenyleneyl)indolocarbazole